1,3-dimethyl-N-(3-(4-(2-oxo-1,2,3,4-tetrahydroquinolin-6-yl)phenyl)propyl)-1H-pyrazole-5-carboxamide CN1N=C(C=C1C(=O)NCCCC1=CC=C(C=C1)C=1C=C2CCC(NC2=CC1)=O)C